S1C(=NC2=C1C=CC=C2)NC2=C(C=C(N=N2)N(C=2SC=C(N2)C(=O)O)CCN2CCOCC2)C 2-({6-[(1,3-benzothiazol-2-yl)amino]-5-methylpyridazin-3-yl}[2-(morpholin-4-yl)ethyl]amino)-1,3-thiazole-4-carboxylic acid